NC1=C(C=CC(=C1)Cl)NC(C1=CC=C(C=C1)CSC1=NN2C(C(=N1)NC1=NNC(=C1)C)=CC=C2)=O N-(2-amino-4-chlorophenyl)-4-[[[4-[(5-methyl-1H-pyrazol-3-yl)amino]pyrrolo[2,1-f][1,2,4]triazin-2-yl]thio]methyl]benzamide